CN(CCNC(OC1=CC=C(C=C1)C1=C(C=C2C(=N1)N(N=C2NC(=O)C=2C=NSC2)CCCCCC)Br)=O)C 4-(5-bromo-1-hexyl-3-(isothiazole-4-carboxamido)-1H-pyrazolo[3,4-b]pyridin-6-yl)phenyl (2-(dimethylamino)ethyl)carbamate